N-sec-butyl-3-((2S)-2-hydroxy-3-(8-(naphthalen-2-ylsulfonyl)-1-oxa-8-azaspiro[4.5]decan-3-ylamino)propoxy)benzenesulfonamide C(C)(CC)NS(=O)(=O)C1=CC(=CC=C1)OC[C@H](CNC1COC2(C1)CCN(CC2)S(=O)(=O)C2=CC1=CC=CC=C1C=C2)O